N[C@H]1CC[C@H](CC1)CC(C)(C)NC(C)=O N-(1-((cis)-4-aminocyclohexyl)-2-methylpropan-2-yl)acetamide